BrC=1C=C2N(NC(CC2=O)=O)C1C 6-bromo-7-methyl-1H,3H-pyrrolo[1,2-b]pyridazine-2,4-dione